[C@H]12COC[C@H](CN(C1)C=1C3=C(N=C(N1)OC[C@]14CCCN4C[C@@H](C1)F)C(=C(N=C3)C3=CC(=CC1=CC=CC(=C31)CC)O)F)O2 4-(4-((1R,5S)-3,9-Dioxa-7-azabicyclo[3.3.1]nonan-7-yl)-8-fluoro-2-(((2R,7aS)-2-fluorotetrahydro-1H-pyrrolizin-7a(5H)-yl)methoxy)pyrido[4,3-d]pyrimidin-7-yl)-5-ethylnaphthalen-2-ol